N,N'-bis(4-cyanophenyl)methyl-1,2-ethylenediamine C(#N)C1=CC=C(C=C1)CNCCNCC1=CC=C(C=C1)C#N